5-[4-amino-5-(trifluoromethyl)pyrrolo[2,1-f][1,2,4]triazin-7-yl]-N-[(3R,4S)-4-fluoro-1-(3-methylbutanoyl)pyrrolidin-3-yl]-2-(deutero)methoxypyridine-3-carboxamide NC1=NC=NN2C1=C(C=C2C=2C=C(C(=NC2)OC[2H])C(=O)N[C@@H]2CN(C[C@@H]2F)C(CC(C)C)=O)C(F)(F)F